C(C)N1C(NC2=C(C1)SC(=C2)CN2CCN(CC2)C=2C=CC(=NC2C)C(=O)NC)=O 5-(4-((3-ethyl-2-oxo-1,2,3,4-tetrahydrothieno[3,2-d]pyrimidin-6-yl)methyl)piperazin-1-yl)-N,6-dimethylpicolinamide